CCCCCCCCC(=O)O n-nonanoate